N1(N=NC=C1)C[C@@H]1C[C@H](CN1C#N)NC(=O)C=1OC(=CN1)C1=CC(=CC=C1)C(F)(F)F N-((3R,5S)-5-((1H-1,2,3-triazol-1-yl)methyl)-1-cyanopyrrolidin-3-yl)-5-(3-(trifluoromethyl)phenyl)-oxazole-2-carboxamide